C(C)NC(CCNC(=O)C=1N(C=C(C1)NC(=O)C=1N(C=C(C1)NC(C1=CC=C(C=C1)\C=C\C1=CC=C(C=C1)OC)=O)C)C)=N (E)-N-(3-(ethylamino)-3-iminopropyl)-4-(4-(4-(4-methoxystyryl)benzoylamino)-1-methyl-1H-pyrrole-2-carboxamido)-1-methyl-1H-pyrrole-2-carboxamide